N-methyl-1-[2-[4-(o-tolyl)-2-oxo-chromen-7-yl]oxypropionyl]piperidine-3-sulfonamide tert-butyl(3-cyano-4-(5,5-dimethyl-1,3,2-dioxaborinan-2-yl)-7-fluorobenzo[b]thiophen-2-yl)carbamate C(C)(C)(C)N(C(O)=O)C1=C(C2=C(S1)C(=CC=C2B2OCC(CO2)(C)C)F)C#N.CNS(=O)(=O)C2CN(CCC2)C(C(C)OC2=CC=C1C(=CC(OC1=C2)=O)C2=C(C=CC=C2)C)=O